C(C(N)N)C(=O)O.Cl 3-diaminopropionic acid monohydrochloride